6-bromo-2-(1-(4-ethyl-1,4-diazepan-1-yl)butyl)3-isobutylquinazolin-4(3H)-one BrC=1C=C2C(N(C(=NC2=CC1)C(CCC)N1CCN(CCC1)CC)CC(C)C)=O